CCN(CC)C(=O)CC(=O)C N,N-diethylacetoacetamide